NC=1N=C(SC1C(C1=C(C=C(C=C1)C#N)F)=O)N(C1=CC=C(C=C1)F)C(C(=O)N)C (N-[4-Amino-5-(4-cyano-2-fluorobenzoyl)thiazol-2-yl]-4-fluoroanilino)propanamid